ClC=1C=C(C=C(C1)C(F)(F)F)C1(CC(=NO1)C1=C(C2=CC=CC=C2C=C1)C(=O)O)C(F)(F)F (5-(3-chloro-5-(trifluoromethyl)phenyl)-5-trifluoromethyl-4,5-dihydroisoxazol-3-yl)-1-naphthoic acid